ClC=1C=C2C(=[N+](N(C2=CC1)CC)[O-])C(C1=C(C=CC=C1)C(=O)OC(C(F)(F)F)C(F)(F)F)=O 5-Chloro-1-ethyl-3-(2-(((1,1,1,3,3,3-hexafluoropropan-2-yl)oxy)carbonyl)benzoyl)-1H-indazole 2-oxide